9-(4-cyclopropylpiperazin-1-yl)pyrido[2,3-b]phenazine-5,12-dione C1(CC1)N1CCN(CC1)C1=CC=C2N=C3C(C4=C(C(C3=NC2=C1)=O)N=CC=C4)=O